C(C(CC(=O)[O-])C(=O)[O-])C(=O)[O-] 1,2,3-propanetricarboxylate